4'-(1-(aminomethyl)cyclopropyl)-5-(4-(4-(trifluoromethyl)phenyl)-1H-1,2,3-triazol-1-yl)-[1,1'-biphenyl]-3-carboxylic acid NCC1(CC1)C1=CC=C(C=C1)C1=CC(=CC(=C1)N1N=NC(=C1)C1=CC=C(C=C1)C(F)(F)F)C(=O)O